OC1=CC=2C3=CC(=C(C=C3C3=CC(=C(C=C3C2C=C1O)O)O)O)O L-2,3,6,7,10,11-hexahydroxytriphenylene